CN1CCN(CC1)CCC1(NC(=NC(=N1)NC1=CC=C(C=C1)N1CCOCC1)NC1=CC=NC=C1)N 2-(2-(4-methylpiperazin-1-yl)ethyl)-N4-(4-morpholinylphenyl)N6-(4-pyridinyl)-1,3,5-triazine-2,4,6-triamine